C(=O)O.N1C[C@H](CCC1)NC1=NC=C(C=N1)C(F)(F)F N-((S)-piperidin-3-yl)-5-(trifluoromethyl)pyrimidine-2-amine formate salt